C(CCCCCCC\C=C/CCCCCCCC)(=O)OCCCCCCCCCCC(CCCCCCCCCCOC(CCCCCCC\C=C/CCCCCCCC)=O)(O)CCCCN(C(C)C)C(C)C 11-(4-(Diisopropylamino)butyl)-11-hydroxyhenicosane-1,21-diyl dioleate